N-(6-(4-cyclopropyl-1H-imidazole-1-yl)pyridine-2-yl)-6-(4-isopropyl-4H-1,2,4-triazole-3-yl)picolinamide C1(CC1)C=1N=CN(C1)C1=CC=CC(=N1)NC(C1=NC(=CC=C1)C1=NN=CN1C(C)C)=O